ClC=1C=C(NC2(CCC3([C@@H](CC4=CC=CC=C34)C3CCC3)CC2)C(=O)O)C=CC1 (1r,2'S,4S)-4-(3-chloroanilino)-2'-cyclobutyl-2',3'-dihydrospiro[cyclohexane-1,1'-indene]-4-carboxylic acid